C(C1=CC=CC=C1)OC1=C(C=O)C=C(C(=C1)C)Br 2-(benzyloxy)-5-bromo-4-methylbenzaldehyde